guanine-7-hexanoic acid, 6-(nitrooxy)-(1S,2E)-3-[(1R,2R,3S,5R)-2-[(2Z)-7-(ethylamino)-7-oxo-2-hepten-1-yl]-3,5-dihydroxycyclopentyl]-1-(2-phenylethyl)-2-propen-1-yl ester N1C(N)=NC=2N=CN(C2C1=O)CCCCCC(=O)O[C@H](\C=C\[C@@H]1[C@H]([C@H](C[C@H]1O)O)C\C=C/CCCC(=O)NCC)CCC1=CC=CC=C1O[N+](=O)[O-]